6-(2-Cyclopropylacetamido)-4-{[3-methoxy-4-(5-methyl-1,2,4-oxadiazol-3-yl)pyridin-2-yl]amino}-N-(2H3)methylpyridazin-3-carboxamid C1(CC1)CC(=O)NC1=CC(=C(N=N1)C(=O)NC([2H])([2H])[2H])NC1=NC=CC(=C1OC)C1=NOC(=N1)C